diphenyl-phosphinyloxybenzoic acid C1(=CC=CC=C1)C1=C(C(=C(C(=O)O)C=C1)O[PH2]=O)C1=CC=CC=C1